C(C)N1C=C(C(C2=CC(=C(C=C12)N1CCN(CC1)CC1=CC(=CC=C1)COC)F)=O)C(=O)[O-] 1-ethyl-6-fluoro-7-(4-(3-(methoxymethyl) benzyl) piperazin-1-yl)-4-oxo-1,4-dihydroquinoline-3-carboxylate